(R,E)-isopropyl 9-(1-((tert-butylsulfinyl)imino)ethyl)-2-morpholino-4-oxo-4H-pyrido[1,2-a]pyrimidine-7-carboxylate C(C)(C)(C)[S@@](=O)\N=C(/C)\C1=CC(=CN2C1=NC(=CC2=O)N2CCOCC2)C(=O)OC(C)C